FC1(CCC(C2=CC=C(C=C12)B1OC(C(O1)(C)C)(C)C)N(C)C)F 4,4-difluoro-N,N-dimethyl-6-(4,4,5,5-tetramethyl-1,3,2-dioxaborolan-2-yl)-1,2,3,4-tetrahydronaphthalen-1-amine